C(C1=CC=CC=C1)OC1=NN2C(C3=C(SC4=C3NC[C@H](NC4=O)C)C=C2)=C1C1CC1 (R)-2-(benzyloxy)-1-cyclopropyl-10-methyl-9,10,11,12-tetrahydro-8H-pyrazolo[1'',5'':1',2']pyrido[3',4':4,5]thieno[3,2-e][1,4]diazepin-8-one